NC1=NC=C(C=N1)S(=O)(=O)N1C[C@H]([C@H](CC1)NC1=NC=C(C(=N1)C=1N=CN(C1)C=1C(=NC(=CC1)C)C#N)C(F)(F)F)C 3-(4-(2-(((3r,4s)-1-((2-aminopyrimidin-5-yl)sulfonyl)-3-methylpiperidin-4-yl)amino)-5-(trifluoromethyl)pyrimidin-4-yl)-1H-imidazol-1-yl)-6-methylpyridinecarbonitrile